5-(5-((R)-1-(3,5-dimethylpyridazin-4-yl)ethoxy)-1H-indazol-3-yl)-2-(6-(2-hydroxy-2-methylpropyl)-3,6-diazabicyclo[3.1.1]heptan-3-yl)nicotinonitrile CC=1N=NC=C(C1[C@@H](C)OC=1C=C2C(=NNC2=CC1)C=1C=NC(=C(C#N)C1)N1CC2N(C(C1)C2)CC(C)(C)O)C